5-(8-dimethylamino-2-oxo-8-phenyl-1,3-diazaspiro[4.5]decan-3-yl)-N-(2-hydroxy-ethyl)-pyrimidine-2-carboxylic acid amide CN(C1(CCC2(CN(C(N2)=O)C=2C=NC(=NC2)C(=O)NCCO)CC1)C1=CC=CC=C1)C